(3S,4R)-1-[4-({5-ethoxy-8-[3-(methanesulfonylmeth-yl)azetidin-1-yl]-2,7-naphthyridin-3-yl}amino)pyrimidin-2-yl]-3-fluoro-3-methylpiperidin-4-ol C(C)OC1=C2C=C(N=CC2=C(N=C1)N1CC(C1)CS(=O)(=O)C)NC1=NC(=NC=C1)N1C[C@]([C@@H](CC1)O)(C)F